FC1=CC(=C(C=C1)C1=CC=C(C=N1)CCN)OC1=CN=NC(=C1)N1CCOCC1 2-[6-[4-fluoro-2-(6-morpholin-4-ylpyridazin-4-yl)oxyphenyl]pyridin-3-yl]ethanamine